rac-tert-butyl (3aR,7aR)-5-[5-(trifluoromethyl)pyridin-3-yl]-octahydro-1H-pyrrolo[3,4-c]pyridine-2-carboxylate FC(C=1C=C(C=NC1)N1C[C@H]2[C@@H](CC1)CN(C2)C(=O)OC(C)(C)C)(F)F |r|